NC(C(C)OC([C@@H](NP(=O)(OC1=CC=CC=C1)OC1=CC=C(C=C1)[N+](=O)[O-])C)=O)=O (S)-((4-nitrophenoxy)(phenoxy)phosphoryl)-L-alanine 1-amino-1-oxopropan-2-yl ester